(3aR,4R,6aR)-2,2-dimethyl-tetrahydrofurano[3,4-d][1,3]dioxol-4-ol CC1(O[C@@H]2[C@H](O1)CO[C@H]2O)C